FC1(CCC(CC1)N1C(=NC=2C1=C1C(=NC2)N(C=C1)S(=O)(=O)C1=CC=C(C)C=C1)C1=CC=C(O1)C=O)F 5-(1-(4,4-difluorocyclohexyl)-6-tosyl-1,6-dihydroimidazo[4,5-d]pyrrolo[2,3-b]pyridin-2-yl)furan-2-carbaldehyde